1,2-bis[β-(3,5-di-tert-butyl-4-hydroxyphenyl)propionyl]hydrazine C(C)(C)(C)C=1C=C(C=C(C1O)C(C)(C)C)CCC(=O)NNC(CCC1=CC(=C(C(=C1)C(C)(C)C)O)C(C)(C)C)=O